C(C=C)(=O)OCCN1C(N(C(N(C1=O)CCOC(C=C)=O)=O)CCOC(C=C)=O)=O (2,4,6-Trioxo-1,3,5-triazine-1,3,5(2H,4H,6H)-triyl)tri-2,1-ethanediyl triacrylate